tetrahydro-2H-pyran-3-yl methanesulfonate CS(=O)(=O)OC1COCCC1